(R)-1-phenylethyl (4-(6-fluoro-5-(methylsulfonamido)pyridin-2-yl)-1-methyl-1H-1,2,3-triazol-5-yl)carbamate FC1=C(C=CC(=N1)C=1N=NN(C1NC(O[C@H](C)C1=CC=CC=C1)=O)C)NS(=O)(=O)C